4-(4-(((2-(2,6-dioxopiperidin-3-yl)-1-oxoisoindoline-5-yl)methyl)(methyl)amino)piperidine-1-yl)-N-(4-methyl-3-((4-(pyridin-3-yl)pyrimidin-2-yl)amino)phenyl)benzamide O=C1NC(CCC1N1C(C2=CC=C(C=C2C1)CN(C1CCN(CC1)C1=CC=C(C(=O)NC2=CC(=C(C=C2)C)NC2=NC=CC(=N2)C=2C=NC=CC2)C=C1)C)=O)=O